N[C@H]1CN(C[C@@H]2N(C1=O)[C@@H](CC2)C(=O)OC(C)(C)C)C(=O)OCC2C1=CC=CC=C1C=1C=CC=CC21 2-((9H-fluoren-9-yl)methyl) 7-(tert-butyl) (4S,7S,9aR)-4-amino-5-oxohexahydro-1H-pyrrolo[1,2-a][1,4]diazepine-2,7(3H)-dicarboxylate